C1([C@H](O)[C@@H](O)[C@@H](O)[C@H](O1)CO)[C@]1([C@@H]([C@H]([C@H](O[C@H]2[C@@H]([C@H](C(O)O[C@@H]2CO)O)O)O[C@@H]1CO)O)O)O 4'-galactosyllactose